FC1=C(C=CC=C1)S(=O)(=O)NNC(=O)C=1C=C(C=C(C1)C)C1=NC=CC(=C1)CC#CC(=O)N ((2-(3-(2-((2-fluorophenyl)sulfonyl)hydrazine-1-carbonyl)-5-methylphenyl)pyridin-4-yl)methyl)propiolamide